para-Methylphenyl 2-O-acetyl-6-deoxy-3-O-methyl-1-thio-α-L-talopyranoside C(C)(=O)O[C@H]1[C@H](SC2=CC=C(C=C2)C)O[C@H]([C@H]([C@H]1OC)O)C